2-(methylsulfinyl)benzene CS(=O)C1=CC=CC=C1